FC1=C2C(=CN=C1)NC=C2N 4-fluoro-1H-pyrrolo[2,3-c]pyridin-3-amine